6-chloro-N-[5-(1,1-difluoroethoxy)-4-methoxy-pyrimidin-2-yl]-1H-indole-3-sulfonic acid amide ClC1=CC=C2C(=CNC2=C1)S(=O)(=O)NC1=NC=C(C(=N1)OC)OC(C)(F)F